(2-ethyl-7-(trifluoromethyl)imidazo[1,2-c]pyrimidin-3-yl)(4-hydroxyphenyl)methanone tert-butyl-(2R)-2-methyl-3-oxo-pyrrolidine-1-carboxylate C(C)(C)(C)OC(=O)N1[C@@H](C(CC1)=O)C.C(C)C=1N=C2N(C=NC(=C2)C(F)(F)F)C1C(=O)C1=CC=C(C=C1)O